CN1C(CNCC=C1C=1C=NN(C1)C1CCOCC1)=O 1-methyl-2-oxo-7-(1-(tetrahydro-2H-pyran-4-yl)-1H-pyrazol-4-yl)-1,2,3,4-tetrahydro-1,4-diazepine